C(C=C)(=O)O.OCC1OC(OC1)=O Glycerin carbonate acrylate